(2S)-2-[tert-butoxycarbonyl-(methyl)amino]propanoic acid C(C)(C)(C)OC(=O)N([C@H](C(=O)O)C)C